3-(5-(1-(3-chloro-4-fluorobenzyl)piperidin-4-yl)-1-oxoisoindolin-2-yl)piperidine-2,6-dione ClC=1C=C(CN2CCC(CC2)C=2C=C3CN(C(C3=CC2)=O)C2C(NC(CC2)=O)=O)C=CC1F